FC=1C(NC(N([C@H]2[C@H](O)[C@H](O)[C@@H](CO)O2)C1)=O)=O C5-Fluorouridine